C(C=C)NC(C1=C(C(=C(C(=C1)CC1=C(C(=NC=C1)N)F)F)F)NC1=C(C=C(C(=C1)OC)I)F)=O N-allyl-5-((2-amino-3-fluoropyridin-4-yl)methyl)-3,4-difluoro-2-((2-fluoro-4-iodo-5-methoxyphenyl)amino)benzamide